BrC=1C(=NC(=NC1)NC1=C(C=C(C(=C1)Cl)N1CCC(CC1)N1CCN(CC1)C)OC)NC=1C(=CC2=C(OCO2)C1)NS(=O)(=O)C N-(6-((5-bromo-2-((5-chloro-2-methoxy-4-(4-(4-methylpiperazin-1-yl)piperidin-1-yl)phenyl)Amino)pyrimidin-4-yl)amino)benzo[d][1,3]dioxol-5-yl)methanesulfonamide